1-(2,5-dioxopyrrolidin-1-yl)oxycarbonyloxyethyl octadecanoate C(CCCCCCCCCCCCCCCCC)(=O)OC(C)OC(=O)ON1C(CCC1=O)=O